2-methyl-3-phenyldecanoic acid CC(C(=O)O)C(CCCCCCC)C1=CC=CC=C1